1-methylnicotinate CN1CC(C(=O)[O-])=CC=C1